ClC1=NC2=CC=C(C=C2C=C1C=1NC2=C(N1)C=CC=C2)Cl 2,6-dichloro-3-benzimidazolylquinoline